C(C)(C)(C)OC(N[C@H]1CN([C@H](C1)C)C=1N=NC=CC1)=O (3R,5S)-1-(pyridazin-3-yl)-5-methylpyrrolidin-3-ylcarbamic acid tert-butyl ester